C(C1=CC=CC=C1)(=O)ON=C(C)C1CC=C2N(C3=CC=C(C=C3C2=C1)C(C1=C(C=CC=C1)C)=O)CC N-benzoyloxy-1-[9-ethyl-6-(2-methylbenzoyl)-3H-carbazol-3-yl]ethane-1-imine